(3R,4R)-1-((1S,2R)-2-Methyl-cyclopentyl)-4-{[5-(2,4,6-trifluoro-phenyl)-isoxazole-3-carbonyl]-amino}-piperidine-3-carboxylic acid (1-pyridin-2-yl-cyclopropyl)-amide N1=C(C=CC=C1)C1(CC1)NC(=O)[C@@H]1CN(CC[C@H]1NC(=O)C1=NOC(=C1)C1=C(C=C(C=C1F)F)F)[C@@H]1[C@@H](CCC1)C